BrC=1C=C2C3(C(N(C(C2=CC1)=O)CC(=O)NC1=NC=C(C=N1)C#N)=O)CC3 2-(6'-bromo-1',3'-dioxo-spiro[cyclopropane-1,4'-isoquinoline]-2'-yl)-N-(5-cyanopyrimidin-2-yl)acetamide